OC=1C=C2CC[C@@]([C@@H](C2=CC1)C1=CC=C(C=C1)N1CCC(CC1)C=O)(C1=CC=CC=C1)C 1-(4-((1S,2S)-6-hydroxy-2-methyl-2-phenyl-1,2,3,4-tetrahydronaphthalen-1-yl)phenyl)piperidine-4-carbaldehyde